3-bromo-1-(1-phenylethyl)-1H-1,2,4-triazole BrC1=NN(C=N1)C(C)C1=CC=CC=C1